CC1=[N+](C=C(N=C1C)C)[O-] 2,3,5-trimethylpyrazine 1-oxide